NC=1C2=C(N=CN1)N(C=C2C2=CC=C(C=C2)OC2=CC=CC=C2)C2CCC(CC2)O 4-(4-amino-5-(4-phenoxyphenyl)-7H-pyrrolo[2,3-d]pyrimidin-7-yl)cyclohexanol